FC1=C(C(=C(C(=C1[B-](C1=C(C(=C(C(=C1F)F)F)F)F)(C1=C(C(=C(C(=C1F)F)F)F)F)C1=C(C(=C(C(=C1F)F)F)F)F)F)F)F)F.C(CCCCCCCCCCCCCCCCC)[NH+](C)CCCCCCCCCCCCCCCCCC bis(octadecyl)methylammonium tetrakis(pentafluorophenyl)borate